1-(3-fluoro-4-(2-methyl-1H-imidazol-1-yl)phenyl)ethan-1-one FC=1C=C(C=CC1N1C(=NC=C1)C)C(C)=O